N[C@H](C(=O)N1CCN(CC1)C(C1=C(C=C(C=C1)NC=1C=2N(C=CN1)C(=CN2)C=2C(=NNC2)C(F)(F)F)Cl)=O)C (2S)-2-amino-1-[4-[2-chloro-4-[[3-[3-(trifluoromethyl)-1H-pyrazol-4-yl]imidazo[1,2-a]pyrazin-8-yl]amino]benzoyl]piperazin-1-yl]propan-1-one